6-[(tert-butoxy)carbonyl]-6-azaspiro[3.4]octane-8-carboxylic acid C(C)(C)(C)OC(=O)N1CC2(CCC2)C(C1)C(=O)O